C(C)OC(=O)C1=CC=2OCCN(C2N=C1)C1=CC=2N(C=C1)C(N(N2)CC)=O 4-(2-ethyl-3-oxo-2,3-dihydro[1,2,4]triazolo[4,3-a]pyridin-7-yl)-3,4-dihydro-2H-pyrido[3,2-b][1,4]oxazine-7-carboxylic acid ethyl ester